3'-(tert-butyl) 3-methyl 6'-fluoro-4-(2-morpholinoethoxy)-[1,1'-biphenyl]-3,3'-dicarboxylate FC1=CC=C(C=C1C1=CC(=C(C=C1)OCCN1CCOCC1)C(=O)OC)C(=O)OC(C)(C)C